C1NCC2C1=NC=C1N(S2)CCCC1 octahydropyrido[1,2-b]pyrrolo[3,4-f][1,2,5]thiadiazepine